((1R,2R)-1-methyl-2-(trifluoromethyl)cyclopropyl)(4-methylenepiperidin-1-yl)methanone C[C@@]1([C@@H](C1)C(F)(F)F)C(=O)N1CCC(CC1)=C